FC(CC[C@H]1[C@@H](C1)CN)(F)F |r| rac-trans-(2-(3,3,3-trifluoropropyl)cyclopropyl)methanamine